[CH-]1C=CC=C1.[C-]1(C=CC=C1)NC1=CC=CC=C1.[Fe+2] 1'-ferrocenylaniline